di-sec-butoxy-dimethylsilane C(C)(CC)O[Si](C)(C)OC(C)CC